2-{3-[(4-methane-sulfonyl-2-methoxy-phenyl)amino]prop-1-yn-1-yl}-N-[(1R,4R)-4-{3-oxa-9-azaspiro[5.5]undecan-9-yl}cyclohexyl]-1-(2,2,2-trifluoroethyl)-1H-indol-4-amine CS(=O)(=O)C1=CC(=C(C=C1)NCC#CC=1N(C=2C=CC=C(C2C1)NC1CCC(CC1)N1CCC2(CCOCC2)CC1)CC(F)(F)F)OC